C(=O)(O)CC1=C(C=2C(C3=CC=CC=C3C(C2C=C1)=O)=O)O 2-(carboxymethyl)-1-hydroxyanthraquinone